CN([C@H]1C[C@H](CC1)NC(OC(C)(C)C)=O)C1=NC=NC2=CC=C(C=C12)CC(F)(F)F Tert-butyl [(1S,3R)-3-{methyl[6-(2,2,2-trifluoroethyl)quinazolin-4-yl]amino}cyclopentyl]carbamate